FC=1C(=NC(=NC1)OCCOC)NC=1C2=C(NN1)C(N(C2)C(=O)N2[C@H](CN([C@@H](C2)C)C)C)(C)C N-[5-fluoro-2-(2-methoxyethoxy)pyrimidin-4-yl]-6,6-dimethyl-5-{[(2S,5R)-2,4,5-trimethylpiperazin-1-yl]carbonyl}-1,4,5,6-tetrahydropyrrolo[3,4-c]pyrazol-3-amine